C(C)[C@]1(C(OCC=2C(N3CC=4N(C5=C(C=C(C=C5C(C4C3=CC21)=O)F)CCO)C)=O)=O)O (S)-4-ethyl-8-fluoro-4-hydroxy-10-(2-hydroxyethyl)-11-methyl-1,12-dihydro-14H-pyrano[3',4':6,7]indolizino[2,1-b]quinoline-3,6,14(4H,11H)-trione